O[C@@]12[C@]3(C=CC(C=C3CC[C@H]1[C@@H]1CC[C@H](C(C)=O)[C@]1(CC2)C)=O)C 9-hydroxy-pregn-1,4-diene-3,20-dione